6-Chloro-3-iodo-1-methyl-1H-pyrazolo[3,4-d]pyrimidine ClC1=NC=C2C(=N1)N(N=C2I)C